tert-butyl (R)-2-((4-(pyridin-3-yloxy)phenyl)carbamoyl)pyrrolidine-1-carboxylate N1=CC(=CC=C1)OC1=CC=C(C=C1)NC(=O)[C@@H]1N(CCC1)C(=O)OC(C)(C)C